tert-butyl N-[[1-[2-[3-chloro-4-(trifluoromethyl)phenyl]-5-(2-oxopyrrolidin-1-yl) pyrimidin-4-yl]pyrrolidin-3-yl]methyl]carbamate ClC=1C=C(C=CC1C(F)(F)F)C1=NC=C(C(=N1)N1CC(CC1)CNC(OC(C)(C)C)=O)N1C(CCC1)=O